C(CC)OC(NC(N)=O)(OCCC)OCCC 3-tripropoxymethyl-urea